ethyl (3S)-3-amino-3-(2,4-difluoro-3'-methoxy-2',6'-dimethyl-5-(trifluoromethyl)-[1,1'-biphenyl]-3-yl)propanoate N[C@@H](CC(=O)OCC)C=1C(=C(C=C(C1F)C(F)(F)F)C1=C(C(=CC=C1C)OC)C)F